(R)-2-(1-(3-chloro-5-cyanophenyl)-1H-pyrazol-4-yl)-N-(5-cyclopropyl-1H-pyrazol-3-yl)propanamide tert-butyl-(S)-3-methylpiperazine-1-carboxylate C(C)(C)(C)OC(=O)N1C[C@@H](NCC1)C.ClC=1C=C(C=C(C1)C#N)N1N=CC(=C1)[C@H](C(=O)NC1=NNC(=C1)C1CC1)C